5-(ethylthio)-6-(2-(trifluoromethyl)pyrazolo[1,5-a]pyrimidin-5-yl)nicotinonitrile C(C)SC=1C(=NC=C(C#N)C1)C1=NC=2N(C=C1)N=C(C2)C(F)(F)F